3-amino-N-([6-[3-(dimethylamino)azetidin-1-yl]pyridin-2-yl]methyl)-6-[3-methylimidazo[1,2-a]pyridin-6-yl]-5-(1,3-oxazol-2-yl)pyrazine-2-carboxamide NC=1C(=NC(=C(N1)C=1OC=CN1)C=1C=CC=2N(C1)C(=CN2)C)C(=O)NCC2=NC(=CC=C2)N2CC(C2)N(C)C